BrC1=CC=2NC=3C(CCCC3C2N=C1Cl)O[Si](C)(C)C(C)(C)C 3-bromo-6-((tert-butyldimethylsilyl)oxy)-2-chloro-6,7,8,9-tetrahydro-5H-pyrido[3,2-b]indole